C[C@@H]1N(CC1)C1=NC(=CC(=N1)N1C[C@@H]2C([C@@H]2C1)CC(=O)OC)C(F)(F)F Methyl [(1R,5S,6R)-3-{2-[(2S)-2-methylazetidin-1-yl]-6-(trifluoromethyl)pyrimidin-4-yl}-3-azabicyclo[3.1.0]hex-6-yl]acetate